Cl.ClC=1C(=NC(=NC1)NC=1C=NN(C1)C)N1C[C@@]2(CNC[C@@]2(C1)C)C 5-Chloro-4-((3aR,6aS)-3a,6a-dimethylhexahydropyrrolo[3,4-c]pyrrol-2(1H)-yl)-N-(1-methyl-1H-pyrazol-4-yl)pyrimidin-2-amine hydrochloride